[PH2]([O-])=O.C(C)C(CCC)[Al+2].[PH2]([O-])=O 1-ethyl-butyl-aluminum phosphinate